(E)-2-[4-(3-Chloro-5-{[(tetrahydro-2H-pyran-2-yl)oxy]methyl}pyridin-2-yl)-1,3-dithiolan-2-ylidene]-2-(1H-imidazol-1-yl)acetonitrile ClC=1C(=NC=C(C1)COC1OCCCC1)C1S\C(\SC1)=C(/C#N)\N1C=NC=C1